ClC=1C(=NC(=NC1)NC1=CC(=C(C(=C1)C)OCCCN(CC)CC)C)N1OCCC1C1=CC=CC=C1 5-chloro-N-(4-(3-(diethylamino)propoxy)-3,5-dimethylphenyl)-4-(3-phenylisoxazolidin-2-yl)pyrimidin-2-amine